C(C)C1=CC2=C(C(N(C=C2Br)C)=O)N1S(=O)(=O)C1=CC=C(C)C=C1 ethyl-4-bromo-6-methyl-7-oxo-1-tosyl-6,7-dihydro-1H-pyrrolo[2,3-c]pyridine